CC1=C(C(=O)OC2=C1C=CC(=C2)OC3=NC=CC=N3)CC4=C(C(=NC=C4)NS(=O)(=O)NC)F The molecule is a member of the class of coumarins that is 4-methyl-7-[(pyrimidin-2-yl)oxy]coumarin carring an additional [2-[(methylaminosulfonyl)amino]-3-fluoropyridin-4-yl]methyl substituent at position 3. It has a role as an EC 2.7.11.24 (mitogen-activated protein kinase) inhibitor and an antineoplastic agent. It is an aryloxypyrimidine, a member of coumarins, a member of pyridines, an organofluorine compound and a member of sulfamides.